1-bromo-2-((methylsulfinyl)methyl)-4-nitrobenzene BrC1=C(C=C(C=C1)[N+](=O)[O-])CS(=O)C